ClC1=NN(C=C1N(C(CCS(=O)CCC(F)(F)F)=O)CC)C=1C=NC=CC1 (+)-N-[3-chloro-1-(3-pyridyl)-1H-pyrazol-4-yl]-N-ethyl-3-[(3,3,3-trifluoropropyl)sulfinyl]Propionamide